2-(trimethylsilyl)ethyl-(3-{[(R)-[1-benzyl-4-(2,5-difluorophenyl)-1H-pyrrol-2-yl](cyclohexyl)methyl](chloroacetyl)-amino}propyl)carbamate C[Si](CCOC(NCCCN(C(CCl)=O)[C@H](C1CCCCC1)C=1N(C=C(C1)C1=C(C=CC(=C1)F)F)CC1=CC=CC=C1)=O)(C)C